methyl 2-[(3aR,5S,6S)-2,2-dimethyl-5-(trityloxymethyl)-3a,5,6,6a-tetrahydrofuro[2,3-d][1,3]dioxol-6-yl]acetate CC1(OC2[C@@H](O1)O[C@@H]([C@@H]2CC(=O)OC)COC(C2=CC=CC=C2)(C2=CC=CC=C2)C2=CC=CC=C2)C